C(C)N1N=C(C2=[N+](C=CC=C21)[O-])C 1-Ethyl-3-methyl-1H-pyrazolo[4,3-b]pyridine 4-oxide